C(C)(C)C1=C(C(=CC(=C1)C(C)C)C(C)C)[B]C1=C(C=C(C=C1C(C)C)C(C)C)C(C)C bis(2,4,6-triisopropyl-phenyl)boron